Cl.Cl.C(C1=CC=CC=C1)C1N=C2SC=C(N2C1)CSC=1NC2=CC=CC=C2C(N1)C 6-benzyl-3-(((4-methyl-1,4-dihydroquinazolin-2-yl)thio)methyl)-5,6-dihydroimidazo[2,1-b]thiazole dihydrochloride